C(C)(C)(C)C=1C=C(C=CC1)[C@H](C)NC(=O)C1=CC=C2C(=CN(C2=C1)CC(C)C)CC=1C=C(OC(C(=O)OC)(C)C)C=CC1 methyl (S)-2-(3-((6-((1-(3-(tert-butyl)phenyl)ethyl)carbamoyl)-1-isobutyl-1H-indol-3-yl)methyl) phenoxy)-2-methylpropanoate